(1s,4s)-4-(2-(cyclopentylamino)-8-(2,4-dichloro-6-fluorophenylamino)-9H-purin-9-yl)-1-methylcyclohexanecarboxamide C1(CCCC1)NC1=NC=C2N=C(N(C2=N1)C1CCC(CC1)(C(=O)N)C)NC1=C(C=C(C=C1F)Cl)Cl